4-methoxymandelic acid 2-methoxyphenylpropanoate COC1=C(C=CC=C1)OC(CC)=O.COC1=CC=C(C(C(=O)O)O)C=C1